1-Nonylpyridinium chloride [Cl-].C(CCCCCCCC)[N+]1=CC=CC=C1